O[C@@H]1[C@H](N(CC1)C(=O)OC(C)(C)C)C(N(C=1C=C(C=CC1)C)C)=O (2S,3S)-tert-butyl 3-hydroxy-2-(methyl(m-tolyl)carbamoyl)pyrrolidine-1-carboxylate